ClC=1C=C2C=NC(=NC2=CC1)N[C@H]1CN(CCC1)C(=O)C1=CC=C(C=C1)NC(C=C)=O (R)-N-(4-(3-((6-chloroquinazolin-2-yl)amino)piperidine-1-carbonyl)phenyl)acrylamide